FC=1C=C2NC(C=3N(C2=CC1C(=O)OC)C(=NC3)C)=O Methyl 7-fluoro-1-methyl-4-oxo-4,5-dihydroimidazolo[1,5-a]quinoxalin-8-carboxylate